C(C)OC(CC1=CC=CC2=C1O[C@@H](CN2)C=2C=C(C1=C(C=CO1)C2)C2=C(C(=CC=C2)CN)F)=O |r| (±)-2-(2-(7-(3-(Aminomethyl)-2-fluorophenyl)benzofuran-5-yl)-3,4-dihydro-2H-benzo[b][1,4]oxazin-8-yl)acetic acid ethyl ester